1-((6-cyclopropylimidazo[1,2-a]pyridin-2-yl)methyl)-N-(2-fluoro-3-methoxy-6-(1H-pyrazol-4-yl)benzyl)-1H-1,2,3-triazole-4-carboxamide C1(CC1)C=1C=CC=2N(C1)C=C(N2)CN2N=NC(=C2)C(=O)NCC2=C(C(=CC=C2C=2C=NNC2)OC)F